(2R,1'S,3'R)-3-(2-cyclopentyl-2-phenyl-2-hydroxyacetoxy)-1-(ethoxycarbonylmethyl)-1-methylpyrrolidinium C1(CCCC1)[C@@](C(=O)OC1C[N+](CC1)(C)CC(=O)OCC)(O)C1=CC=CC=C1